C[C@H]1C[C@@H](OC=2CCCC(C12)=O)CCC (2S,4S)-4-methyl-2-propyl-2,3,4,6,7,8-hexahydro-5H-chromen-5-one